FC1(CCC(CC1)CNC(=O)C=1C=C(N2C=CC=C(C12)Cl)C1OCCC1)F 8-Chloro-3-(tetrahydro-furan-2-yl)-indolizine-1-carboxylic acid (4,4-difluoro-cyclohexyl-methyl)-amide